(4-aminophenyl)-cyclopropyl-methanone hydrochloride Cl.NC1=CC=C(C=C1)C(=O)C1CC1